(2S)-2-amino-3-(6-bromo-1,3-benzoxazol-2-yl)-N-(1-cyanocyclopropyl)propenamide NC(C(=O)NC1(CC1)C#N)=CC=1OC2=C(N1)C=CC(=C2)Br